(trimethylsilylethyl)-2-trifluoromethylbenzamide C[Si](C)(C)CCC=1C(=C(C(=O)N)C=CC1)C(F)(F)F